C1(CC1)N1C[C@@H](CCC1)NC(CN1N=C(C2=C(C1=O)C=NN2C)C(C)C)=O N-[(3R)-1-Cyclopropyl-3-piperidyl]-2-(7-isopropyl-1-methyl-4-oxo-pyrazolo[3,4-d]pyridazin-5-yl)acetamide